ClC1=C2C(=NC=C1)C(=CS2)CC(F)(F)F 7-chloro-3-(2,2,2-trifluoroethyl)thieno[3,2-b]pyridine